1-[4-[5-chloro-6-oxo-4-[[(3R)-tetrahydropyran-3-yl]methylamino]pyridazin-1-yl]cyclohexyl]-3-(2-hydroxyethyl)benzimidazol-2-one ClC1=C(C=NN(C1=O)C1CCC(CC1)N1C(N(C2=C1C=CC=C2)CCO)=O)NC[C@@H]2COCCC2